methyl (2R,4R)-4-(cyclohexyloxy)-1-phenylpyrrolidine-2-carboxylate C1(CCCCC1)O[C@@H]1C[C@@H](N(C1)C1=CC=CC=C1)C(=O)OC